CC(C[C@@H](B1O[C@@]2([C@H](O1)C[C@H]1C([C@@H]2C1)(C)C)C)NC(=O)C1CC(=NO1)C1=NC(=CC=C1)C1=CC=CC=C1)C N-((R)-3-methyl-1-((3aS,4S,6S,7aR)-3a,5,5-trimethylhexahydro-4,6-methanobenzo[d][1,3,2]dioxaborol-2-yl)butyl)-3-(6-phenylpyridin-2-yl)-4,5-dihydroisoxazol-5-carboxamide